C(C)(C)(C)OC(=O)NC1=CC=C(C=C1)C=1NCCCC1C(=O)O.CC=1NC2=C(C=C(C=C2C1C(C)=O)C=1SC=CN1)N 1-(2-methyl-7-amino-5-(thiazol-2-yl)-1H-indol-3-yl)ethan-1-one 2-(4-((tert-butoxycarbonyl)amino)phenyl)-1,4,5,6-tetrahydropyridine-3-carboxylate